4-epoxycyclohexanecarboxylic acid allyl ester C(C=C)OC(=O)C1CC2C(CC1)O2